ClC1CN(C1)C1=C(C=C(C=N1)C=1C(=C(COC(NC(N)=N)=O)C=CC1)F)F carbamimidoyl-carbamic acid 3-[6-(3-chloroazetidin-1-yl)-5-fluoropyridin-3-yl]-2-fluorobenzyl ester